COC(C(C(OC1=C(C(=C(C=C1)C1=NNC(CC1C)=O)F)Br)C)(C)C)=O 3-[2-bromo-3-fluoro-4-(4-methyl-6-oxo-4,5-dihydro-1H-pyridazin-3-yl)phenoxy]-2,2-dimethylMethylpropanoic acid methyl ester